C(#N)N1C[C@H](CC1)C(=O)NC=1N=CN(C1)[C@@H](C)C1=CC=CC=C1 (S)-1-cyano-N-(1-((S)-1-phenylethyl)-1H-imidazol-4-yl)pyrrolidine-3-carboxamide